gallium dioxane O1CCOCC1.[Ga]